4-benzyl-6-methoxy-N-p-methylphenyl-3,4-dihydroquinoxaline-1(2H)-carboxamide C(C1=CC=CC=C1)N1CCN(C2=CC=C(C=C12)OC)C(=O)NC1=CC=C(C=C1)C